(2S,4S)-1-[(2S)-2-amino-3,3-dimethyl-butanoyl]-4-methoxy-pyrrolidine-2-carboxylic acid N[C@H](C(=O)N1[C@@H](C[C@@H](C1)OC)C(=O)O)C(C)(C)C